6-(2-(2,4-Difluoro-5-methylphenyl)-5,6-dihydro-4H-pyrrolo[1,2-b]pyrazol-3-yl)-[1,2,4]triazolo[1,5-a]pyridine FC1=C(C=C(C(=C1)F)C)C=1C(=C2N(N1)CCC2)C=2C=CC=1N(C2)N=CN1